N-(5-(2-aminothiazol-4-yl)-2-(prop-2-yn-1-yloxy)phenyl)-5-(dimethylamino)naphthalene-1-sulfonamide NC=1SC=C(N1)C=1C=CC(=C(C1)NS(=O)(=O)C1=CC=CC2=C(C=CC=C12)N(C)C)OCC#C